O=CCCCC1CN(CCC1)C(=O)OC(C)(C)C tert-butyl 3-(4-oxobutyl)piperidine-1-carboxylate